quinoline-1(2H)-carboxamide N1(CC=CC2=CC=CC=C12)C(=O)N